COC1=CC=C(CN(S(=O)(=O)C=2C=NN(C2)C(COC2=NC=CC(=C2)C2=C(C(=CC(=C2)COC)C(C)C)CC(=O)OC(C)(C)C)(C)C)CC2=CC=C(C=C2)OC)C=C1 tert-butyl 2-(2-(2-(2-(4-(N,N-bis(4-methoxybenzyl)sulfamoyl)-1H-pyrazol-1-yl)-2-methylpropoxy)pyridin-4-yl)-6-isopropyl-4-(methoxymethyl)phenyl)acetate